BrC(C)CCBr 2,4-dibromobutane